FC(CNC1CC(C1)C1=CC=C(C=C1)C1=CC=C(C=C1)/C=C/[C@@H](CO)N1C(=NC=C1)[C@H](C)O)(CO)F (S,E)-4-(4'-(3-((2,2-difluoro-3-hydroxypropyl)amino)cyclobutyl)-[1,1'-biphenyl]-4-yl)-2-(2-((S)-1-hydroxyethyl)-1H-imidazol-1-yl)but-3-en-1-ol